6,6-DIMETHOXYHEXANAL COC(CCCCC=O)OC